ClC1=C2CCN([C@@H](C2=C(C=C1)O)CN1CC2(CC2)CC1=O)C(=O)[C@H]1[C@](CCC1)(C(=O)OCC1=C(C=C(C=C1)OC)OC)C 2,4-dimethoxybenzyl (1S,2R)-2-((S)-5-chloro-8-hydroxy-1-((6-oxo-5-azaspiro[2.4]heptan-5-yl)methyl)-1,2,3,4-tetrahydroisoquinoline-2-carbonyl)-1-methylcyclopentane-1-carboxylate